Cl.NC(C(=O)N1CCN(CC1)C(=O)NC1=NC(N(C=C1)C1=CC=C(C=C1)CNC12CCC(CC1)(C2)N)=O)(C)C 4-(2-Amino-2-methylpropanoyl)-N-(1-(4-(((4-aminobicyclo[2.2.1]heptan-1-yl)amino)methyl)phenyl)-2-oxo-1,2-dihydropyrimidin-4-yl)piperazine-1-carboxamide Hydrochloride Salt